(Sa)-6-(4-Fluoro-1-((3'-fluoro-4'-methoxy-[1,1'-biphenyl]-4-yl)methyl)-1H-indol-7-carboxamido)spiro[3.3]heptan FC1=C2C=CN(C2=C(C=C1)C(=O)NC1CC2(CCC2)C1)CC1=CC=C(C=C1)C1=CC(=C(C=C1)OC)F